methyl({[(4R)-8-(4,4,5,5-tetramethyl-1,3,2-dioxaborolan-2-yl)-3,4-dihydro-2H-1-benzopyran-4-yl]methyl})amine CNC[C@@H]1CCOC2=C1C=CC=C2B2OC(C(O2)(C)C)(C)C